2-((2,3,5,6-Tetrafluoro-3'-(trifluoromethoxy)-[1,1'-biphenyl]-4-yl-2',4',6'-d3)carbamoyl)cyclopent-1-ene-1-carboxylic acid FC1=C(C(=C(C(=C1F)NC(=O)C1=C(CCC1)C(=O)O)F)F)C=1C(=C(C(=CC1[2H])[2H])OC(F)(F)F)[2H]